BrC(COCC(CBr)Br)CBr bis(2,3-dibromopropyl)ether